5-(isoindolin-2-yl)-3-methyl-7-(1H-pyrazol-4-yl)pyrazolo[1,5-a]pyrimidine-2-carboxylic acid C1N(CC2=CC=CC=C12)C1=NC=2N(C(=C1)C=1C=NNC1)N=C(C2C)C(=O)O